n-docosylheptyl ether C(CCCCCCCCCCCCCCCCCCCCC)OCCCCCCC